C(C)C(C(=O)O)CCCC.[Sn] tin 2-ethylhexanoic acid